C(C)N(C(SSC(N(CC)CC)=S)=S)CC tetra-ethyl-thiuram disulfide